C(CCCCCCC\C=C/CCCCCCCC)(=O)OCC(OC(CCCCCCC\C=C/CCCCCCCC)=O)[C@H]1OC[C@H]([C@@H]1OC(CCCCCCC\C=C/CCCCCCCC)=O)O [2-[(2R,3S,4R)-4-hydroxy-3-[(Z)-octadec-9-enoyl]oxyoxolan-2-yl]-2-[(Z)-octadec-9-enoyl]oxyethyl] (Z)-octadec-9-enoate